CC=1C2=C(NN1)[C@@H](CC2)N (6R)-3-methyl-1H,4H,5H,6H-cyclopenta[c]pyrazol-6-amine